2-(2-chlorophenyl)-5-(4-methoxy-2,3-dihydro-1H-inden-2-yl)-4,5,6,7-tetrahydro-3H-imidazo[4,5-c]pyridine ClC1=C(C=CC=C1)C1=NC2=C(CN(CC2)C2CC3=CC=CC(=C3C2)OC)N1